2-(5-(4-chlorophenyl)-3-(1-methyl-1H-pyrazol-4-yl)-2,4-dioxo-3,4-dihydropyrimidin-1(2H)-yl)acetic acid ClC1=CC=C(C=C1)C=1C(N(C(N(C1)CC(=O)O)=O)C=1C=NN(C1)C)=O